N-(2-((1R,4R)-2-oxa-5-azabicyclo[2.2.1]heptan-5-yl)-5-((6-((R)-3-(2-fluoro-3-(trifluoromethyl)phenyl)isoxazolidin-2-yl)pyrimidin-4-yl)amino)-4-methoxyphenyl)acrylamide [C@H]12OC[C@H](N(C1)C1=C(C=C(C(=C1)OC)NC1=NC=NC(=C1)N1OCC[C@@H]1C1=C(C(=CC=C1)C(F)(F)F)F)NC(C=C)=O)C2